[N+]=1(N=NC=2C1OC=CC2)[O-] 7-oxabenzotriazol-oxide